NC=1C=C(C=CC1OC)C1=C(C(=O)OC)C=CC=N1 methyl 2-(3-amino-4-methoxyphenyl)nicotinate